2,4-dichloro-5-(4-chloro-2-methyl-2H-indazol-5-yl)-7-((2-(trimethylsilyl)ethoxy)methyl)-7H-pyrrolo[2,3-d]pyrimidine ClC=1N=C(C2=C(N1)N(C=C2C2=C(C1=CN(N=C1C=C2)C)Cl)COCC[Si](C)(C)C)Cl